FC1=CC=C(C=C1)C1=C(N(C2=CC=CC=C12)CCC)/C=C/[C@@H](C[C@@H](CC(=O)[O-])O)O.[Na+] sodium (3S,5R,E)-7-(3-(4-fluorophenyl)-1-propyl-1H-indol-2-yl)-3,5-dihydroxyhept-6-enoate